tert-Butyl (2S,4S)-2-(((3R,5R)-1-(cyclopropanecarbonyl)-5-(methoxycarbonyl)pyrrolidin-3-yl)(2-methoxyethyl)carbamoyl)-4-fluoropyrrolidine-1-carboxylate C1(CC1)C(=O)N1C[C@@H](C[C@@H]1C(=O)OC)N(C(=O)[C@H]1N(C[C@H](C1)F)C(=O)OC(C)(C)C)CCOC